BrC1=CC=C(C(=N1)N)N1C=CC=C1 6-bromo-3-(1H-pyrrol-1-yl)pyridin-2-amine